3-(benzyloxy)-1-(6-chlorothieno[2,3-b]pyridin-2-yl)cyclobutyl acetate C(C)(=O)OC1(CC(C1)OCC1=CC=CC=C1)C1=CC=2C(=NC(=CC2)Cl)S1